C(C)OC(C1=CC=CC=C1)=O.C(=O)OCC=CC crotyl formate ethyl-benzoate